N-(4-methyl-3-(3-(9-(tetrahydro-2H-pyran-2-yl)-9H-purin-6-yl)pyridin-2-ylamino)phenyl)-4-(trifluoromethyl)picolinamide CC1=C(C=C(C=C1)NC(C1=NC=CC(=C1)C(F)(F)F)=O)NC1=NC=CC=C1C1=C2N=CN(C2=NC=N1)C1OCCCC1